(S)-3-amino-4-(5-(4-(4-chlorophenoxy)-phenyl)-2H-tetrazol-2-yl)butanoic acid N[C@@H](CC(=O)O)CN1N=C(N=N1)C1=CC=C(C=C1)OC1=CC=C(C=C1)Cl